ClC=1C=C(C=C(C1F)Cl)C1(CC(=NO1)N1CC2=C(C1)C=C(S2)C(=O)NCC=2SC=CC2)C(F)(F)F 5-(5-(3,5-dichloro-4-fluorophenyl)-5-(trifluoromethyl)-4,5-dihydroisoxazol-3-yl)-N-(thiophen-2-ylmethyl)-5,6-dihydro-4H-thieno[2,3-c]pyrrole-2-carboxamide